1,2,4,5-tetra(diethylphosphonomethyl)benzene C(C)OP(=O)(OCC)CC1=C(C=C(C(=C1)CP(=O)(OCC)OCC)CP(=O)(OCC)OCC)CP(=O)(OCC)OCC